((3-allyloxetan-3-yl) (ethyl) amino) methacrylate C(C(=C)C)(=O)ON(CC)C1(COC1)CC=C